C(C1=CC=CC=C1)N1C(=NC2=C1C=CC(=C2)[N+](=O)[O-])CCCCOCCNC(OC)=O methyl N-{2-[4-(1-benzyl-5-nitro-1H-1,3-benzodiazol-2-yl)butoxy]ethyl}carbamate